N-[3-[5-Chloro-2-[4-[[dimethyl(oxo)-λ6-sulfanylidene]amino]-3-fluoro-anilino]pyrimidin-4-yl]-1-methyl-indol-6-yl]prop-2-enamide ClC=1C(=NC(=NC1)NC1=CC(=C(C=C1)N=S(=O)(C)C)F)C1=CN(C2=CC(=CC=C12)NC(C=C)=O)C